BrC=1C=C(C(=NC1)C1=NC2=C(N=NC(=C2)C(C(F)(F)F)(F)F)N1C)SCC 5-bromo-3-(ethylsulfanyl)-2-[7-methyl-3-(1,1,2,2,2-pentafluoroethyl)-7H-imidazo[4,5-c]pyridazin-6-yl]pyridine